[Te].[Se].[In].[Cu].C(C1=CC=CC=C1)OC1=C(C(=CC(=C1)O)O)C(=O)N1CC2=C(C=CC=C2CC1)N(C1COCC1)C (2-(benzyloxy)-4,6-dihydroxyphenyl)(8-(methyl-(tetrahydrofuran-3-yl)amino)-3,4-dihydroisoquinolin-2(1H)-yl)methanone Copper indium selenium tellurium